methyl dibenzyl-D-serinate C(C1=CC=CC=C1)N([C@H](CO)C(=O)OC)CC1=CC=CC=C1